(3S)-3-(hydroxymethyl)-1-[6-[2-hydroxy-6-methyl-4-(trifluoromethyl)phenyl]pyridazin-3-yl]piperidin-2-one OC[C@H]1C(N(CCC1)C=1N=NC(=CC1)C1=C(C=C(C=C1C)C(F)(F)F)O)=O